CN1C(=NC2=C(C=C(C=C2C1=O)C)[C@@H](C)NC1=C(C(=O)O)C=C(C=C1)F)C1COCCC1 2-[[(1R)-1-(3,6-dimethyl-4-oxo-2-tetrahydropyran-3-yl-quinazolin-8-yl)ethyl]amino]-5-fluoro-benzoic acid